N-stearyl-stearoyl-amide C(CCCCCCCCCCCCCCCCC)[N-]C(CCCCCCCCCCCCCCCCC)=O